N(=[N+]=[N-])CCOCCOCCOCCOCCOCCOC1=NC(=NC(=N1)Cl)Cl 2-((17-azido-3,6,9,12,15-pentaoxaheptadecyl)oxy)-4,6-dichloro-1,3,5-triazine